Ethyl 2-(6-(2-ethyl-5-fluoro-4-hydroxyphenyl)-1H-indazol-3-yl)-4,6-dihydropyrrolo[3,4-d]imidazol-5(1H)-carboxylate C(C)C1=C(C=C(C(=C1)O)F)C1=CC=C2C(=NNC2=C1)C1=NC2=C(N1)CN(C2)C(=O)OCC